COC1=CC=C(C2=C1NC(=N2)NC(=O)N2CC(CC2)(C)O)C=2C=NN(C2)C 3-Hydroxy-3-methyl-pyrrolidine-1-carboxylic acid [7-methoxy-4-(1-methyl-1H-pyrazol-4-yl)-1H-benzoimidazol-2-yl]-amide